C(C)(=O)OCC1=C[C@H]([C@@H](CC1)C(=C)C)C1=C(C=C(C=C1O)CCCC)O ((1R,6R)-4'-butyl-2',6'-dihydroxy-6-(prop-1-en-2-yl)-1,4,5,6-tetrahydro-[1,1'-biphenyl]-3-yl)methyl acetate